tert-Butyl (4R)-4-azido-3,3-difluoro-piperidine-1-carboxylate N(=[N+]=[N-])[C@H]1C(CN(CC1)C(=O)OC(C)(C)C)(F)F